5-chloro-3',7'-bis(diethylamino)-3-oxo-3H-dispiro[isobenzofuran-1,10'-dibenzo[b,e]siline-5',1''-silinane]-6-carboxylic acid ClC=1C=C2C(OC3(C4=C(C=C(C=C4)N(CC)CC)[Si]4(CCCCC4)C4=C3C=CC(=C4)N(CC)CC)C2=CC1C(=O)O)=O